N-(1-((1S,2R)-2-fluorocyclopropyl)-2-oxo-1,2-dihydropyridin-3-yl)-7-isopropoxy-2-(1-methyl-2-oxabicyclo[2.1.1]hexan-4-yl)imidazo[1,2-a]pyridine-6-carboxamide F[C@H]1[C@H](C1)N1C(C(=CC=C1)NC(=O)C=1C(=CC=2N(C1)C=C(N2)C21COC(C2)(C1)C)OC(C)C)=O